ClC1=CC=C(C=C1)C=1N(C=CC1)C1(CCCCC1)C(=O)C(C(=O)OC)C(=O)OC Dimethyl 2-(1-(2-(4-chlorophenyl)-1H-pyrrol-1-yl)cyclohexane-1-carbonyl)malonate